(S)-tert-butyl (5-(benzylamino)-6-hydroxyhexyl)carbamate C(C1=CC=CC=C1)N[C@@H](CCCCNC(OC(C)(C)C)=O)CO